(S)-N-{2-[4-(2-aminopropionyl)piperazin-1-yl]-5-{[5-chloro-4-pyrazolo[1,5-a]pyridin-3-ylpyrimidin-2-yl]amino}-4-methoxyphenyl}-cis-2,4-pentadienoamide N[C@H](C(=O)N1CCN(CC1)C1=C(C=C(C(=C1)OC)NC1=NC=C(C(=N1)C=1C=NN2C1C=CC=C2)Cl)NC(\C=C/C=C)=O)C